7-((1R,5S,6r)-6-(1-ethyl-3-(5-fluoropyridin-3-yl)-1H-pyrazol-5-yl)bicyclo[3.1.0]hexan-3-yl)-2-thia-7-azaspiro[3.5]nonane 2,2-dioxide C(C)N1N=C(C=C1C1[C@H]2CC(C[C@@H]12)N1CCC2(CS(C2)(=O)=O)CC1)C=1C=NC=C(C1)F